C(C(C)C)OC(C=CC)=O 2-butenoic acid isobutyl ester